C(C)(=O)N1CC(CCC1)C#CC=1C=CC(=C(C1)NC(=O)C1=CNC(C=C1C(F)(F)F)=O)N1C[C@@H](N(CC1)C)C N-(5-((1-acetylpiperidin-3-yl)ethynyl)-2-((S)-3,4-dimethylpiperazin-1-yl)phenyl)-6-oxo-4-(trifluoromethyl)-1,6-dihydropyridine-3-carboxamide